CC=1N=C2C(=NC(=NC2=NC1C)N1C[C@@H](OCC1)C=1C=NN(C1)C)C1CC2(C1)OCCO2 (S)-4-(6,7-dimethyl-4-(5,8-dioxaspiro[3.4]octan-2-yl)pteridin-2-yl)-2-(1-methyl-1H-pyrazol-4-yl)morpholine